7-benzyl-2-bromo-5,6,7,8-tetrahydro-1,7-naphthyridine C(C1=CC=CC=C1)N1CCC=2C=CC(=NC2C1)Br